2-(chloromethyl)-5-n-octyl-1,3,4-oxadiazole ClCC=1OC(=NN1)CCCCCCCC